N-(2-((2S,4R)-2-(((R)-1-(4-carbamimidoylthiophen-2-yl)ethyl)carbamoyl)-4-(methylsulfonyl)pyrrolidin-1-yl)-2-oxoethyl)-3-fluoro-5-phenylpicolinamide C(N)(=N)C=1C=C(SC1)[C@@H](C)NC(=O)[C@H]1N(C[C@@H](C1)S(=O)(=O)C)C(CNC(C1=NC=C(C=C1F)C1=CC=CC=C1)=O)=O